OCC1=CC=C(O1)C#C\C=C/1\C(CN(CC1)C(=O)OC(C)(C)C)(C)C tert-Butyl (4E)-4-[3-[5-(hydroxymethyl)-2-furyl]prop-2-ynylidene]-3,3-dimethylpiperidine-1-carboxylate